O1C(OCCC1)C1=CC=C(CN(CCN(CC(=O)[O-])CC(=O)[O-])CCN(CC(=O)[O-])CC(=O)[O-])C=C1 (((4-(1,3-dioxane-2-yl)benzyl)azanediyl)bis(ethane-2,1-diyl)bis(azanetriyl))tetraacetate